2-isopropyl-3-(2-methoxyethyl)-6-nitroquinazolin-4(3H)-one C(C)(C)C1=NC2=CC=C(C=C2C(N1CCOC)=O)[N+](=O)[O-]